4-(4-fluoro-2-nitro-anilino)piperidine-1-carboxylic acid tert-butyl ester C(C)(C)(C)OC(=O)N1CCC(CC1)NC1=C(C=C(C=C1)F)[N+](=O)[O-]